tert-Butyl 7-(3-amino-8-chloro-7-fluoroisoquinolin-6-yl)-4,8-dimethyl-3,4-dihydro-1,5-naphthyridine-1(2H)-carboxylate NC=1N=CC2=C(C(=C(C=C2C1)C1=CN=C2C(CCN(C2=C1C)C(=O)OC(C)(C)C)C)F)Cl